tert-butyl ((1S,2S)-2-fluorocyclopropyl)(nitroso)carbamate F[C@@H]1[C@H](C1)N(C(OC(C)(C)C)=O)N=O